Cl.CNC1CC(CC1)O 3-Methylamino-cyclopentanol hydrochloride